ClC1=CC=C(N=N1)N1CCC(CC1)(C(=O)OCC)F ethyl 1-(6-chloropyridazin-3-yl)-4-fluoropiperidine-4-carboxylate